CC1(CCC(CC1)NC(C(C)C)=O)C N-(4,4-dimethylcyclohexyl)isobutyramide